2-isopropoxy-N-((5-(2-methoxypyridin-4-yl)-2,3-dihydro-1H-inden-4-yl)carbamoyl)ethanesulfonamide sodium salt [Na].C(C)(C)OCCS(=O)(=O)NC(NC1=C2CCCC2=CC=C1C1=CC(=NC=C1)OC)=O